CN1C(=NN=C1)C[C@@H](C)C=1C=C(C=CC1)NC(=O)C=1N=C(OC1)C(F)(F)F (R)-N-(3-(1-(4-Methyl-4H-1,2,4-triazol-3-yl)propan-2-yl)phenyl)-2-(trifluoromethyl)oxazole-4-carboxamide